(R)-N-(1-(2-fluorophenyl)ethyl)-3-(pyridin-4-yl)-1,7-dihydroimidazo[4,5-f]indazole-6-carboxamide FC1=C(C=CC=C1)[C@@H](C)NC(=O)C=1NC2=C(C=C3C(=NNC3=C2)C2=CC=NC=C2)N1